butylpyrrolidine bis(trifluoromethylsulfonyl)imide salt [N-](S(=O)(=O)C(F)(F)F)S(=O)(=O)C(F)(F)F.C(CCC)N1CCCC1